[6-(trifluoromethyl)-3-pyridinyl]-boronic acid FC(C1=CC=C(C=N1)B(O)O)(F)F